acetone dipalladium [Pd].[Pd].CC(=O)C